[Si](C)(C)(C(C)(C)C)OCC1=CC=C(C=C1)N1C(=NC=2C1=NC(=CC2)C2=NC=C(C=C2)OCC)C=2C(=NC=CC2)N 3-(3-(4-(((tert-butyldimethylsilyl)oxy)methyl)phenyl)-5-(5-ethoxypyridin-2-yl)-3H-imidazo[4,5-b]pyridin-2-yl)pyridin-2-amine